CC1=NN(C2=NC=CC(=C21)B2OC(C(O2)(C)C)(C)C)C2OCCCC2 3-methyl-1-(tetrahydro-2H-pyran-2-yl)-4-(4,4,5,5-tetramethyl-1,3,2-dioxaborolan-2-yl)-1H-pyrazolo[3,4-b]pyridine